1-[4-[(4,5-dichloro-1H-indol-2-yl)carbonyl]-1-piperazinyl]-2-methyl-1-propanone ClC1=C2C=C(NC2=CC=C1Cl)C(=O)N1CCN(CC1)C(C(C)C)=O